C(O)(O)=O.C1(CC(C(CC1)C(C)C)C(C(C)O)O)C menthyl-propylene glycol carbonate